phenylnitrogen C1(=CC=CC=C1)[N]